N1C=CC2=CC(=CC=C12)C=1N(N=C2C1CN(CC2)C(C)C2=C(C=CC=C2)C(F)(F)F)C2=C(C=CC=C2C)OCC(C)C 3-(1H-indol-5-yl)-2-(2-isobutoxy-6-methylphenyl)-5-(1-(2-(trifluoromethyl)phenyl)ethyl)-4,5,6,7-tetrahydro-2H-pyrazolo[4,3-c]pyridine